NC1=NNC2=CC=CC(=C12)C=1C=C2C=CC=C(C2=CC1)C(=O)NC1=CC=CC=C1 6-(3-amino-1H-indazol-4-yl)-N-phenyl-1-naphthalenecarboxamide